C1N(CCC2=CC=CC=C12)C[C@H](CN1C(C2=CC=C(C=C2CC1)N1CCC(CC1)NC(C)=O)=O)O N-[1-[2-[(2R)-3-(3,4-dihydro-1H-isoquinolin-2-yl)-2-hydroxypropyl]-1-oxo-3,4-dihydroisoquinolin-6-yl]-4-piperidyl]acetamide